1-(4-ethyl-3-((4-methoxybenzyl)amino)thiophen-2-yl)ethan-1-one C(C)C=1C(=C(SC1)C(C)=O)NCC1=CC=C(C=C1)OC